tert-butyl 1-[3-({6-[(3-{[(tert-butyldimethylsilyl)oxy]methyl}-6-(5-chloro-2-fluorophenyl)pyridazin-4-yl)amino]pyrimidin-4-yl}carbamoyl)cyclobutyl]piperidine-3-carboxylate [Si](C)(C)(C(C)(C)C)OCC=1N=NC(=CC1NC1=CC(=NC=N1)NC(=O)C1CC(C1)N1CC(CCC1)C(=O)OC(C)(C)C)C1=C(C=CC(=C1)Cl)F